2-[4-[[4-[4-[(2,6-dioxo-3-piperidyl)oxy]phenyl]-1-piperidyl]methyl]cyclohexyl]-7-isopropoxy-N-(6-methylpyrazolo[1,5-a]pyrimidin-3-yl)imidazo[1,2-a]pyridine-6-carboxamide O=C1NC(CCC1OC1=CC=C(C=C1)C1CCN(CC1)CC1CCC(CC1)C=1N=C2N(C=C(C(=C2)OC(C)C)C(=O)NC=2C=NN3C2N=CC(=C3)C)C1)=O